O=C1NC2=C(N1)C=CC(=C2)N2C(=NC1=C2C=CC(=C1)C(=O)OC)C1=CC=NC2=CC=CC=C12 methyl 2'-oxo-2-(quinolin-4-yl)-2',3'-dihydro-1'H-[1,5'-bi-benzo[d]imidazole]-5-carboxylate